N1(C=NC=C1)CCCNCC[C@@H](C(=O)N1CCN(CC1)C=1C2=C(N=CN1)[C@@H](C[C@H]2C)O)C2=CC=C(C=C2)Br (R)-4-(3-(1H-imidazol-1-yl)propylamino)-2-(4-bromophenyl)-1-(4-((5R,7R)-7-hydroxy-5-methyl-6,7-dihydro-5H-cyclopenta[d]pyrimidin-4-yl)piperazin-1-yl)butan-1-one